C1(CC1)C=1C=C(C(=O)O)C=CC1N(C(CN(S(=O)(=O)C1=C(C(=C(C(=C1F)F)F)F)F)CC1=C(C=C(C=C1F)F)F)=O)CC1=CC(=CC(=C1)C1CC1)C1CC1 3-cyclopropyl-4-(N-(3,5-dicyclopropylbenzyl)-2-(N-(2,4,6-trifluorobenzyl)-(2,3,4,5,6-pentafluoro-phenyl)sulfonamido)acetamido)benzoic acid